tert-butyl ((3R)-1-(6-(3-(4-(6-(3-azabicyclo[3.1.0]hexan-3-yl)pyrazin-2-yl)-1H-1,2,3-triazol-1-yl)oxetan-3-yl) pyridin-3-yl)piperidin-3-yl)(cyclopropylmethyl)carbamate C12CN(CC2C1)C1=CN=CC(=N1)C=1N=NN(C1)C1(COC1)C1=CC=C(C=N1)N1C[C@@H](CCC1)N(C(OC(C)(C)C)=O)CC1CC1